2,6,10-trimethyldodecanoate CC(C(=O)[O-])CCCC(CCCC(CC)C)C